2-[(6-{[(2-hydroxy-1-phenylethyl)amino]methyl}imidazo[1,2-a]pyridin-2-yl)methyl]-5-phenyl-1,2-dihydro-2,7-naphthyridin-1-one OCC(C1=CC=CC=C1)NCC=1C=CC=2N(C1)C=C(N2)CN2C(C1=CN=CC(=C1C=C2)C2=CC=CC=C2)=O